tert-butyl 3-(2-chloroethyl)-3,6-diazabicyclo[3.1.1]heptane-6-carboxylate ClCCN1CC2N(C(C1)C2)C(=O)OC(C)(C)C